7-(2-((carboxymethyl)amino)-3-hydroxy-2-(hydroxymethyl)propoxy)-7-(3-(dimethyl(octadecyl)ammonio)propyl)-4,4,10,10-tetrakis(hydroxymethyl)-6,8-dioxa-3,11-diaza-7-silatridecanedioate C(=O)(O)CNC(CO[Si](OCC(NCC(=O)[O-])(CO)CO)(OCC(NCC(=O)[O-])(CO)CO)CCC[N+](CCCCCCCCCCCCCCCCCC)(C)C)(CO)CO